FC(C(C)NS(=O)(=O)C(C(=O)[O-])(C1=C(C=CC=C1)I)S(NC(C(F)(F)F)C)(=O)=O)(F)F bis(N-(1,1,1-trifluoropropan-2-yl) sulfamoyl)Iodobenzeneacetate